C(O)C=CCNC([O-])=O N-Methylolallyl-carbamat